[K].[Mg].[Ca].[Ti] titanium calcium magnesium potassium